N-Boc-methyl-methionine sulfoxide C(=O)(OC(C)(C)C)N([C@@H](CCS(=O)C)C(=O)O)C